N-methylquinoline iodonium salt [IH2+].CN1CC=CC2=CC=CC=C12